F[B-](F)(F)F.F[B-](F)(F)F.C(C)(C)(C)C=1C=C(C=CC1)[N+]1=CC=C(C=C1)C1=CC=[N+](C=C1)C1=CC(=CC=C1)C(C)(C)C 1,1'-bis(3-(tert-butyl)phenyl)[4,4'-bipyridine]-1,1'-diium bis(tetrafluoroborate)